(E)-3,4,5-trimethoxy-2'-amino-4'-(1,1-difluoroethyl)stilbene tert-Butyl-((1S,3S)-3-((5-(7-oxothieno[2,3-c]pyridin-6(7H)-yl)pyridin-2-yl)amino)cyclopentyl)carbamate C(C)(C)(C)N(C(O)=O)[C@@H]1C[C@H](CC1)NC1=NC=C(C=C1)N1C(C2=C(C=C1)C=CS2)=O.COC=2C=C(C=C(C2OC)OC)\C=C\C2=C(C=C(C=C2)C(C)(F)F)N